3-(2,6-di(prop-1-en-2-yl)phenyl)-11-methoxyimidazo[1,2-f]Phenanthridine C=C(C)C1=C(C(=CC=C1)C(=C)C)C1=CN=C2N1C=1C=CC=CC1C=1C=CC(=CC21)OC